FC(C(=O)O)(F)F.N[C@@H](CC(=O)NC(C)(C)C)CC(=O)N[C@@H](C)CC(=O)NCC1=CC=CC2=CC=CC=C12 (R)-3-amino-N1-(tert-butyl)-N5-((S)-4-((naphthalen-1-ylmethyl)amino)-4-oxobutan-2-yl)pentanediamide 2,2,2-trifluoroacetate